C1(CCCCC1)C1=NC(=NC(N1)=O)C1=CC=CC=C1 6-cyclohexyl-4-phenyl-1,3,5-triazin-2(1H)-one